di-tert-butyl ((2-((chlorocarbonyl)(methyl)amino)pyridin-3-yl)methyl) phosphate P(=O)(OC(C)(C)C)(OC(C)(C)C)OCC=1C(=NC=CC1)N(C)C(=O)Cl